N1C(=NC=C1)B(O)O imidazoleboronic acid